ClC=1C=C2C(=CN=C(C2=CN1)N1[C@@H]([C@H](C1)O)C)C(C)C (2R,3S)-1-(6-chloro-4-(propan-2-yl)-2,7-naphthyridin-1-yl)-2-methylazetidin-3-ol